C(C1=CC=CC=C1)N(CC(C(OCCOCCOCCOCCOCC(=O)O)C)F)CC1=CC=CC=C1 2-[2-[2-[2-[2-[3-(Dibenzylamino)-2-fluoro-1-methyl-propoxy]ethoxy]ethoxy]ethoxy]ethoxy]acetic acid